5-[(4-Chlorophenyl)methyl]-4-[3-(trifluoromethoxy)phenoxy]-1,3,5,8-tetraazatricyclo[8.3.0.0[2,6]]tridec-2(6),3-dien-7-one ClC1=CC=C(C=C1)CN1C(=NC=2N3CCCC3CNC(C12)=O)OC1=CC(=CC=C1)OC(F)(F)F